[Si](C)(C)(C(C)(C)C)OC[C@H](C1=CC(=CC=C1)C(C)(F)F)N[S@@](=O)C(C)(C)C (S)-N-((S)-2-((tert-butyldimethylsilyl)oxy)-1-(3-(1,1-difluoroethyl)phenyl)ethyl)-2-methylpropane-2-sulfinamide